N-(2-(5-oxo-2-((pyrazin-2-ylmethyl)amino)-5,7-dihydro-6H-pyrrolo[3,4-b]pyridin-6-yl)ethyl)propionamide O=C1N(CC2=NC(=CC=C21)NCC2=NC=CN=C2)CCNC(CC)=O